2-(carboxymethoxy)benzoic acid C(=O)(O)COC1=C(C(=O)O)C=CC=C1